4-fluoro-4-methylpentanamide FC(CCC(=O)N)(C)C